FC1=C2C(N(C(C2=CC=C1)=O)C1C(N(C(CC1)=O)C)=O)=O 4-fluoro-2-(1-methyl-2,6-dioxo-3-piperidyl)isoindoline-1,3-dione